BrC1=CC=2N(C=C1)C(=CN2)I 7-Bromo-3-iodoimidazo[1,2-a]pyridine